1-(2-(4-isopropyl-5-sulfoxy-4,5-dihydro-1H-1,2,4-triazol-3-yl)ethyl)-3-(pyridin-4-yl)urea C(C)(C)N1C(=NNC1OS(=O)(=O)O)CCNC(=O)NC1=CC=NC=C1